OC(CCCCCCCCCCCCCCCCCCCCC)P(O)(O)=O α-hydroxydocosylphosphonic acid